C1(CCCCC1)N1CCN(CC1)S(=O)(=O)N(C1=CC=CC=C1)CC=1N=C2N(C=CC(=C2)C=2OC(=NN2)C(F)F)C1 4-cyclohexyl-N-((7-(5-(difluoromethyl)-1,3,4-oxadiazol-2-yl)imidazo[1,2-a]pyridin-2-yl)methyl)-N-phenylpiperazine-1-sulfonamide